1,2-bis(di-t-butylphosphinomethyl)naphthalene C(C)(C)(C)P(C(C)(C)C)CC1=C(C=CC2=CC=CC=C12)CP(C(C)(C)C)C(C)(C)C